C(C)(C)(C)OC(=O)N1N=C(C=C1)B(O)O (1-tert-butoxycarbonylpyrazol-3-yl)boronic acid